N-(2'-cyano-3'-(5-formyl-6-methoxypyridin-2-yl)-2-methyl-[1,1'-biphenyl]-3-yl)-1,3-dimethyl-2,4-dioxo-1,2,3,4-tetrahydropyrimidine-5-carboxamide C(#N)C1=C(C=CC=C1C1=NC(=C(C=C1)C=O)OC)C1=C(C(=CC=C1)NC(=O)C=1C(N(C(N(C1)C)=O)C)=O)C